N1-methyl-N1-(tetrahydrofuran-3-yl)ethane-1,2-diamine CN(CCN)C1COCC1